FC(CN1N=CC2=CC=C(C=C12)COC1=CC=CC(=N1)C1CCN(CC1)CC1=NC2=C(N1C[C@H]1OCC1)C=C(C=C2)C(=O)OC(C)(C)C)F Tert-butyl (S)-2-((4-(6-((1-(2,2-difluoroethyl)-1H-indazol-6-yl) methoxy) pyridin-2-yl) piperidin-1-yl) methyl)-1-(oxetan-2-ylmethyl)-1H-benzo[d]imidazole-6-carboxylate